C(C)OC[C@]1(CN(CC1)CC=1C=NC=CC1)CCC1=CC=C(C#N)C=C1 |o1:4| (R or S)-4-(2-(3-(ethoxy-methyl)-1-(pyridin-3-ylmethyl)pyrrolidin-3-yl)ethyl)benzonitrile